hydrazine compound with formaldehyde C=O.NN